(((2-bromo-4-(trifluoromethyl)phenyl)sulfonyl)methyl)pyridine BrC1=C(C=CC(=C1)C(F)(F)F)S(=O)(=O)CC1=NC=CC=C1